tert-butyl 4-{4-[4-(3-amino-5-chloro-2-fluorophenyl)-3-(pyridin-4-yl)pyrazol-1-yl]-3-fluorophenyl}piperazine-1-carboxylate NC=1C(=C(C=C(C1)Cl)C=1C(=NN(C1)C1=C(C=C(C=C1)N1CCN(CC1)C(=O)OC(C)(C)C)F)C1=CC=NC=C1)F